C[C@@]12C[C@H](N([C@H]2C1)C(CNC(C1=CC=C(C=C1)OC1=CC=C(C=C1)S(=O)(=N)C)=O)=O)C(=O)O (1S,3S,5S)-5-methyl-2-((4-(4-(S-methylsulfonimidoyl)phenoxy)benzoyl)glycyl)-2-azabicyclo[3.1.0]hexane-3-carboxylic acid